N\C(=C/C(=O)OC)\C=1C=NC=CC1 Methyl (Z)-3-amino-3-(pyridin-3-yl)acrylate